ClC=1C(=NC(=NC1)NC1=C(C=C(C=C1)C(=O)N1CCOCC1)OC)C=1C=NN(C1)CC#N 2-(4-(5-chloro-2-((2-methoxy-4-(morpholine-4-carbonyl)phenyl)amino)pyrimidin-4-yl)-1H-pyrazolyl)acetonitrile